3-amino-6-chloro-4-[7-chloro-2-(oxan-2-yl)indazol-4-yl]-8-(2-trimethylsilylethynyl)-1H-quinolin-2-one NC=1C(NC2=C(C=C(C=C2C1C=1C2=CN(N=C2C(=CC1)Cl)C1OCCCC1)Cl)C#C[Si](C)(C)C)=O